N-butyl-benzyl-amine C(CCC)NCC1=CC=CC=C1